tert-butyl (trans-3-amino-1-methylcyclobutyl)carbamate CC1(CC(C1)N)NC(=O)OC(C)(C)C